Aluminium phosphit-Tetrahydrat O.O.O.O.P([O-])([O-])[O-].[Al+3]